COC1=CC=C(CN2N=C(N=C2C=2N=C3N(C=CC(=N3)SC)C2C=2N=CN(C2)S(=O)(=O)N(C)C)C(F)(F)F)C=C1 4-(2-(1-(4-Methoxybenzyl)-3-(trifluoromethyl)-1H-1,2,4-triazol-5-yl)-7-(methylsulfanyl)imidazo[1,2-a]pyrimidin-3-yl)-N,N-dimethyl-1H-imidazole-1-sulfonamide